iridium-titanium [Ti].[Ir]